acryloyloxyethyldinaphthothiophene C(C=C)(=O)OCCC1=CC=CC=2C=CC3=C(C4=C(S3)C=3C=CC=CC3C=C4)C12